CC(C)(C)CC(C)(C)C 2,4,4-tetramethylpentane